3-(3-methoxy-5-tert-butyl-4-hydroxyphenyl)pentanoic acid COC=1C=C(C=C(C1O)C(C)(C)C)C(CC(=O)O)CC